2-(aminomethyl)-3-fluoroaniline NCC1=C(N)C=CC=C1F